C1(=C(C(=C(C(=C1[2H])[2H])[2H])[2H])[2H])CS(=O)(=O)OC1=C(OC(C1=O)C1=CC=C(C=C1)C(F)(F)F)N([2H])[2H] 2-(amino-d2)-4-oxo-5-(4-(trifluoromethyl)phenyl)-4,5-dihydrofuran-3-yl (phenyl-d5)methanesulfonate